NC=1C(=C(C=NC1)C=1C=C2C=C(N=CC2=C(C1F)N)NC1=NN2C([C@@H](CC[C@H](C2)OC)C)=C1)C 6-(5-amino-4-methylpyridin-3-yl)-7-fluoro-N3-((4R,7R)-7-methoxy-4-methyl-5,6,7,8-tetrahydro-4H-pyrazolo[1,5-a]azepin-2-yl)isoquinoline-3,8-diamine